3-(2-norbornyl)amino-2-methyl-propane-1-sulfonic acid C12C(CC(CC1)C2)NCC(CS(=O)(=O)O)C